5-(3,4-methylenedioxyphenyl)-1,3,4-oxadiazole-2-acetic acid ethyl ester C(C)OC(CC=1OC(=NN1)C1=CC2=C(C=C1)OCO2)=O